NC=1CC(=CC2=C(N1)C=C(C=C2C#CCCNC(OC(C)(C)C)=O)Br)C(N(CCC)CCC)=O tert-butyl (4-(2-amino-8-bromo-4-(dipropylcarbamoyl)-3H-benzo[b]azepin-6-yl)but-3-yn-1-yl)carbamate